3-(2,2-difluoroethyl)azetidine-1-carboxylic acid tert-butyl ester C(C)(C)(C)OC(=O)N1CC(C1)CC(F)F